C(=C\CCCCCC)/[Mg]Br (E)-oct-1-en-1-yl-magnesium bromide